FC(C)(F)C1=NC=CC(=N1)NC1=C(C=NC(=C1)NC(C)=O)C1=NC=C(C=C1)NC N-(4'-((2-(1,1-difluoroethyl)pyrimidin-4-yl)amino)-5-(methylamino)-[2,3'-bipyridin]-6'-yl)acetamide